C1(=CC=CC=C1)CS(=O)(=O)OC1=C(OC(C1=O)C1=C(C(=CC=C1)F)Cl)N 2-amino-5-(2-chloro-3-fluorophenyl)-4-oxo-4,5-dihydrofuran-3-yl phenylmethanesulfonate